C(#N)C1=C(N=C(S1)NC(=O)C=1C=CC(=NC1)N1CCC(CC1)C(=O)O)C1=CC=NC=C1 1-(5-(5-cyano-4-(pyridin-4-yl)thiazol-2-ylcarbamoyl)pyridin-2-yl)piperidine-4-carboxylic acid